tert-Butyl 3-(1-(3-(3,4-dihydroxypyrrolidin-1-yl)benzoyl)piperidin-4-yl)benzylcarbamate OC1CN(CC1O)C=1C=C(C(=O)N2CCC(CC2)C=2C=C(CNC(OC(C)(C)C)=O)C=CC2)C=CC1